N-vinyl-N-(methyl)propionamid C(=C)N(C(CC)=O)C